2-chlorophenyloxazole ClC1=C(C=CC=C1)C=1OC=CN1